bis(p-dimethylaminophenyl)phthalide CN(C1=CC=C(C=C1)C1(OC(=O)C2=CC=CC=C12)C1=CC=C(C=C1)N(C)C)C